3-Bromo-6-(4-fluorophenyl)-7-hydroxythieno[3,2-b]pyridin-5(4H)-one BrC1=CSC2=C1NC(C(=C2O)C2=CC=C(C=C2)F)=O